C(C)OC(=O)C=1C(=NN2C1N=C(C=C2)N2C(C1CC1C2)C=2C(=NC=C(C2)F)O)N 2-amino-5-(2-(5-fluoro-2-hydroxypyridin-3-yl)-3-azabicyclo[3.1.0]hex-3-yl)pyrazolo[1,5-a]Pyrimidine-3-carboxylic acid ethyl ester